(((5-Cyclobutyl-2-(trifluoromethyl)pyrazolo[1,5-a]pyrimidin-7-yl)amino)methyl)-3-(4-fluorophenyl)-N-(methyl-d3)azetidine-1-carboxamide C1(CCC1)C1=NC=2N(C(=C1)NCC1N(CC1C1=CC=C(C=C1)F)C(=O)NC([2H])([2H])[2H])N=C(C2)C(F)(F)F